F[C@@H]1[C@H]([C@@H]2CN([C@]1(CC2)C)C)OC2=CC=C(N=N2)C2=C(C=C(C=C2)N2C=NC(=C2)C)O 2-(6-(((1S,4S,5S,6S)-6-fluoro-1,2-dimethyl-2-azabicyclo[2.2.2]octan-5-yl)oxy)pyridazin-3-yl)-5-(4-methyl-1H-imidazol-1-yl)phenol